COC=1C=C2[C@H]([C@@H](N(C(C2=CC1OC)=O)CC1=CC=C(C=C1)C)C1=CC=C(C=C1)C(F)(F)F)C(=O)NC1=CC(=CC=C1)N1CCN(CC1)C (3R,4R)-6,7-Dimethoxy-2-(4-methylbenzyl)-N-(3-(4-methylpiperazin-1-yl)phenyl)-1-oxo-3-(4-(trifluoromethyl)phenyl)-1,2,3,4-tetrahydroisochinolin-4-carboxamid